CNC1=C(N=C(O1)C1=CC=CC2=CC=CC=C12)C#N 5-(methylamino)-2-naphthalen-1-yl-1,3-oxazole-4-carbonitrile